4,5-dimethyl-N-(2-phenyl-1H-pyrrolo[2,3-b]pyridin-5-yl)-1H-pyrazole-3-carboxamide CC=1C(=NNC1C)C(=O)NC=1C=C2C(=NC1)NC(=C2)C2=CC=CC=C2